copper selenide lithium [Li].[Cu]=[Se]